(bromomethyl)-5-(((tert-butyldimethylsilyl)oxy)methyl)-1-methyl-1H-pyrazole BrCC1=NN(C(=C1)CO[Si](C)(C)C(C)(C)C)C